ClC1=C(C=CC=C1)CCN1SC(C=C1)=O (chlorophenyl)ethyl-3-isothiazolinone